ClC=1C(C(=C(C(C1Cl)=O)Cl)Cl)=O 2,3,5,6-tetrachlorocyclohexane-2,5-diene-1,4-dione